cinnamylpropargyl pyruvate C(C(=O)C)(=O)OC(C#C)CC=CC1=CC=CC=C1